tert-butyl (R)-3-(3-formylphenyl)-2-methylpropionate C(=O)C=1C=C(C=CC1)C[C@H](C(=O)OC(C)(C)C)C